ClC1=C(C=NN1C1=CC=C(C=C1)N1C(C(=C(C=C1)Cl)Cl)=O)C(=O)NCC 5-chloro-1-(4-(3,4-dichloro-2-oxopyridin-1(2H)-yl)phenyl)-N-ethyl-1H-pyrazole-4-carboxamide